11-((2-(2-cycloheptylacetoxy)octyl)thio)-undecyl 2-hexyldecanoate C(CCCCC)C(C(=O)OCCCCCCCCCCCSCC(CCCCCC)OC(CC1CCCCCC1)=O)CCCCCCCC